(1R,2S)-2-methyl-4-oxocyclohexane-1-carboxylic acid tert-butyl ester C(C)(C)(C)OC(=O)[C@H]1[C@H](CC(CC1)=O)C